(1s,2r,5r)-5-(4-amino-7H-pyrrolo[2,3-d]pyrimidin-7-yl)-3-(((6-(difluoromethyl)-5-fluoro-1,2,3,4-tetrahydroisoquinolin-8-yl)oxy)methyl)cyclopent-3-ene-1,2-diol NC=1C2=C(N=CN1)N(C=C2)[C@@H]2C=C([C@H]([C@H]2O)O)COC=2C=C(C(=C1CCNCC21)F)C(F)F